C(CC)C(C(=O)OCCC)(C(=O)[O-])CCC monopropyl dipropylmalonate